(S)-5-(5-(piperazin-1-yl)-1H-benzo[d]imidazol-2-yl)-N4-(piperidin-3-yl)-N2-propylpyrimidine-2,4-diamine N1(CCNCC1)C1=CC2=C(NC(=N2)C=2C(=NC(=NC2)NCCC)N[C@@H]2CNCCC2)C=C1